3,5-difluoro-4-bromobenzoyl chloride FC=1C=C(C(=O)Cl)C=C(C1Br)F